tert-Butyl (Z)-4,4,4-trifluoro-3-methylbut-2-enoate FC(\C(=C/C(=O)OC(C)(C)C)\C)(F)F